CN(C)CC1CN(C1)C(=O)OC1(C(CCCC1)C1=NC=CC(=C1)C=1N=C(OC1)C1CC1)C(NC[C@@H]1CC[C@H](CC1)C1=NC(=C(C=C1)OC)C)=O (4-(2-Cyclopropyloxazol-4-yl)pyridin-2-yl)(((trans-4-(5-methoxy-6-methylpyridin-2-yl)cyclohexyl)methyl)carbamoyl)cyclohexyl 3-((dimethylamino)methyl)azetidine-1-carboxylate